6-(3-(pyrrolidine-1-carbonyl)phenyl)-3,4-dihydroisoquinolin-1(2H)-one N1(CCCC1)C(=O)C=1C=C(C=CC1)C=1C=C2CCNC(C2=CC1)=O